ethane-1,2-dial bis(3-mercapto propanoate) SCCC(=O)O.SCCC(=O)O.C(C=O)=O